4-(1-ethoxyvinyl)-1-(1,2,3-triazol-1-yl)isoquinoline C(C)OC(=C)C1=CN=C(C2=CC=CC=C12)N1N=NC=C1